1-ethoxycyclopropanolate C(C)OC1(CC1)[O-]